COC=1C=C(C=CC1N1CCN(CC1)C)NC1=NC=CC(=C1)N1CCN(C=2C=NC(=NC12)C1=NC(=CC=C1)C)C N-(3-methoxy-4-(4-methylpiperazin-1-yl)phenyl)-4-(5-methyl-2-(6-methylpyridin-2-yl)-6,7-dihydropteridin-8(5H)-yl)pyridin-2-amine